tert-butyl (R)-2-(((tert-butyldiphenylsilyl)oxy)methyl)-4-(4,4,5,5-tetramethyl-1,3,2-dioxaborolan-2-yl)-2,5-dihydro-1H-pyrrole-1-carboxylate [Si](C1=CC=CC=C1)(C1=CC=CC=C1)(C(C)(C)C)OC[C@@H]1N(CC(=C1)B1OC(C(O1)(C)C)(C)C)C(=O)OC(C)(C)C